BrC=1C(=NC=CC1)CC1N(C(C2=CC=CC=C12)=O)CC1CC2(C1)OC(NC2C)=O 2-((1-((3-bromopyridin-2-yl)methyl)-3-oxoisoindolin-2-yl)methyl)-8-methyl-5-oxa-7-azaspiro[3.4]octan-6-one